(Z)-7-(5-(4-bromobenzylidene)-2,4-dioxathiazolidin-3-yl)heptanoic acid BrC1=CC=C(\C=C/2\ON(OS2)CCCCCCC(=O)O)C=C1